quinoxalin-2-amine N1=C(C=NC2=CC=CC=C12)N